2-(2-azaspiro[3.3]heptan-6-yloxy)-4-(trifluoromethyl)thiazole C1NCC12CC(C2)OC=2SC=C(N2)C(F)(F)F